2-phenoxypentaethylene glycol methacrylate C(C(=C)C)(=O)O.O(C1=CC=CC=C1)C(CO)OCCOCCOCCOCCO